C(C)(C)(C)OC(NC1=C2C=NC(=NC2=C(C=C1)C=1C=NC=CC1C)NC1=CC=C(C=C1)N1CCN(CC1)C)=O (2-((4-(4-methylpiperazine-1-yl)phenyl)amino)-8-(4-methylpyridin-3-yl)quinazolin-5-yl)carbamic acid tert-butyl ester